C(C)NC1=CC(=CC(=N1)N1C(C2=CC(=CC(=C2C1)C(F)(F)F)O)=O)C1=C(C=NN1C)C1=NN=CN1C 2-(6-(ethylamino)-4-(1-methyl-4-(4-methyl-4H-1,2,4-triazol-3-yl)-1H-pyrazol-5-yl)pyridin-2-yl)-6-hydroxy-4-(trifluoromethyl)isoindolin-1-one